FC1=CN=CC2=CC=CC(=C12)S(=O)(=O)N1[C@H](CNCCC1)C 4-fluoro-5-{[(2S)-2-methyl-1,4-diazepane-1-yl]sulfonyl}isoquinoline